C(CCCCCCC\C=C/C\C=C/CCCCC)(=O)OCC(COC(NC1(CN(C1)C)C)=O)OC(CCCCCCC\C=C/CCCCCCCC)=O 3-(((1,3-dimethylazetidin-3-yl)carbamoyl)oxy)-2-(oleoyloxy)propyl (9Z,12Z)-octadeca-9,12-dienoate